aluminum tri(tetradecanoic acid) C(CCCCCCCCCCCCC)(=O)O.C(CCCCCCCCCCCCC)(=O)O.C(CCCCCCCCCCCCC)(=O)O.[Al]